cyclohexyl-(3-phenylprop-2-yn-1-yl)aminothioformyl fluoride C1(CCCCC1)N(CC#CC1=CC=CC=C1)C(=S)F